CN(C(=S)SCC(=O)O)C (N,N-dimethylthiocarbamoyl)mercaptoacetic acid